ClC=1C=C(C=CC1)C1CCNCC1 4-(3-chlorophenyl)piperidin